4-methylbenzothiazole-2-one CC1=CC=CC2=C1NC(S2)=O